N-(7-(cyclopropylmethyl)-6,8-dioxo-6,7,8,9-tetrahydro-1H-purin-2-yl)acetamide C1(CC1)CN1C(NC=2N=C(NC(C12)=O)NC(C)=O)=O